5-amino-N,N'-bis(1,3-dihydroxypropan-2-yl)isophthalamide NC=1C=C(C=C(C(=O)NC(CO)CO)C1)C(=O)NC(CO)CO